L-1-nitronaphthalene [N+](=O)([O-])C1=CC=CC2=CC=CC=C12